FC1=CC=C(C=C1)C(C)C1=C(N=C(C(=N1)C(=O)N1C[C@@H](CC1)F)C)NCCN1CCCC1 (6-(1-(4-fluorophenyl)ethyl)-3-methyl-5-((2-(pyrrolidin-1-yl)ethyl)amino)pyrazin-2-yl)((R)-3-fluoropyrrolidin-1-yl)methanone